(R)-4-(4-((1-(3-(difluoromethyl)-2-fluorophenyl)ethyl)amino)-7-(2-hydroxyethoxy)-2-methylpyrido[2,3-d]pyrimidin-6-yl)tetrahydro-2H-thiopyran 1,1-dioxide FC(C=1C(=C(C=CC1)[C@@H](C)NC=1C2=C(N=C(N1)C)N=C(C(=C2)C2CCS(CC2)(=O)=O)OCCO)F)F